O=C1NC2=C(N1)C=CC=C2 2-oxo-1,3-dihydrobenzimidazole